FC(C1=NN(C=C1NC(=O)C=1C=NN2C1N=CC=C2)C2CCC(CC2)CNC2CCN(CC2)C2=CC=CC=1N(C(N(C12)C)=O)C1C(NC(CC1)=O)=O)F N-[3-(difluoromethyl)-1-[4-[[[1-[1-(2,6-dioxo-3-piperidyl)-3-methyl-2-oxo-benzimidazol-4-yl]-4-piperidyl]amino]methyl]cyclohexyl]pyrazol-4-yl]pyrazolo[1,5-a]pyrimidine-3-carboxamide